3-glycidyloxypropyl-methoxydiethoxysilane tert-butyl-4-(4-(2-(2-aminopyridin-3-yl)-5-(3,6-dihydro-2H-pyran-4-yl)-3H-imidazo[4,5-b]pyridin-3-yl)benzyl)piperazine-1-carboxylate C(C)(C)(C)OC(=O)N1CCN(CC1)CC1=CC=C(C=C1)N1C(=NC=2C1=NC(=CC2)C=2CCOCC2)C=2C(=NC=CC2)N.C(C2CO2)OCCC[Si](OCC)(OCC)OC